C1(CC1)C1=CC=C(C=C1)C(C)N1C[C@@H](N(C[C@H]1CC)C=1C2=C(N(C(N1)=O)C)C=CC(=N2)C#N)CC 4-((2S,5R)-4-(1-(4-cyclopropylphenyl)ethyl)-2,5-diethylpiperazin-1-yl)-1-methyl-2-oxo-1,2-dihydropyrido[3,2-d]Pyrimidine-6-carbonitrile